C(N)(=N)C1=CC(=C(OC(=O)C2=CN=C(S2)N(CCC(=O)N[C@@H](CC(=O)O)C(=O)O)CC)C=C1)F (3-((5-((4-carbamimidoyl-2-fluorophenoxy)carbonyl)thiazol-2-yl)(ethyl)amino)propanoyl)-L-aspartic acid